di-terephthalic acid sebacate C(CCCCCCCCC(=O)O)(=O)O.C(C1=CC=C(C(=O)O)C=C1)(=O)O.C(C1=CC=C(C(=O)O)C=C1)(=O)O